(3S,5S)-3,5-heptanediol CC[C@@H](C[C@H](CC)O)O